ClC1=C(C=C2C(C(=CN(C2=C1)C1CC1)CN([C@@H]1CN(CCC1)C=1C=CC(=NC1)C(=O)N)CC1=CC(=NC=C1)C)=O)F 5-[(3S)-3-{[(7-Chloro-1-cyclopropyl-6-fluoro-4-oxo-1,4-dihydroquinolin-3-yl)methyl][(2-methylpyridin-4-yl)methyl]amino}piperidin-1-yl]pyridine-2-carboxamide